6-oxo-pyridazine-3-carboxylate O=C1C=CC(=NN1)C(=O)[O-]